methyl 2-(bromomethyl)isonicotinate BrCC=1C=C(C(=O)OC)C=CN1